trans-3-methoxy-4-((2-methoxyethyl)(methyl)amino)pyrrolidine-1-carboxylic acid tert-butyl ester C(C)(C)(C)OC(=O)N1C[C@H]([C@@H](C1)N(C)CCOC)OC